O=C1NC(CCC1N1C(C2=CC=CC(=C2C1)SCCCCCN1CCN(CC1)C1=CC=C(C(=O)N2CCC(CC2)CCCCNC(\C=C\C=2C=NC=CC2)=O)C=C1)=O)=O (E)-N-(4-(1-(4-(4-(5-((2-(2,6-dioxopiperidin-3-yl)-1-oxoisoindoline-4-yl)thio)pentyl)piperazin-1-yl)benzoyl)piperidin-4-yl)butyl)-3-(pyridin-3-yl)acrylamide